C(CCCCC)(=O)N[C@@H](C(C)C)C(=O)O caproyl-Valine